(S)-N-(2,2'-dimethyl-3'-(3-((((5-oxopyrrolidin-2-yl)methyl)amino)methyl)-[1,2,4]triazolo[4,3-a]pyridin-7-yl)-[1,1'-biphenyl]-3-yl)-5-(((2-hydroxyethyl)amino)methyl)picolinamide CC1=C(C=CC=C1NC(C1=NC=C(C=C1)CNCCO)=O)C1=C(C(=CC=C1)C1=CC=2N(C=C1)C(=NN2)CNC[C@H]2NC(CC2)=O)C